7-bromo-N-(5-hydroxy-3,4,6-trimethylpyridin-2-yl)-1H-indole-2-carboxamide BrC=1C=CC=C2C=C(NC12)C(=O)NC1=NC(=C(C(=C1C)C)O)C